S1C(=CC2=C1C=CC=C2)N2N=C(C=C2)C(F)(F)F 1-(benzothiophen-2-yl)-3-(trifluoromethyl)pyrazol